OC(CC=1OC(=CN1)C=1C=CC(=NC1C1=CC=2N(C=C1)C=C(N2)C)C#N)C(C)C 5-(2-(2-hydroxy-3-methylbutyl)oxazol-5-yl)-6-(2-methylimidazo[1,2-a]pyridin-7-yl)picolinonitrile